OC1C(N(CC1)C1CCN(CC1)C1=NC=C(N=C1)C(F)(F)F)=O 3-hydroxy-1-(1-(5-(trifluoromethyl)pyrazin-2-yl)piperidin-4-yl)pyrrolidin-2-one